NC/C=C/CN(C(OC(C)(C)C)=O)C(=O)OC(C)(C)C tert-butyl N-[(E)-4-aminobut-2-enyl]-N-tert-butoxycarbonyl-carbamate